FC(OC1=C(C=C(C=C1)S(N(C)CCO)(=O)=O)C1=NN(C=C1NC(=O)C=1C=NN2C1N=CC=C2)C)F N-(3-(2-(difluoromethoxy)-5-(N-(2-hydroxyethyl)-N-methylsulfamoyl)phenyl)-1-methyl-1H-pyrazol-4-yl)pyrazolo[1,5-a]pyrimidine-3-carboxamide